ethyl (1s,4s)-4-(4-amino-3-(4-((5-fluoro-2-methoxybenzamido)methyl)phenyl)-1H-pyrazolo[3,4-d]pyrimidin-1-yl)cyclohexane-1-carboxylate NC1=C2C(=NC=N1)N(N=C2C2=CC=C(C=C2)CNC(C2=C(C=CC(=C2)F)OC)=O)C2CCC(CC2)C(=O)OCC